(S)-N-((R)-1-(3-bromophenyl)-3-(4-hydroxypiperidin-1-yl)propyl)-7-(tert-butyl)-5,6,7,8-tetrahydrothiazolo[5,4-b]quinoline-2-carboxamide BrC=1C=C(C=CC1)[C@@H](CCN1CCC(CC1)O)NC(=O)C=1SC2=NC=3CC[C@@H](CC3C=C2N1)C(C)(C)C